FC(C1=CC=C(C=N1)C=1C=C(C(N(N1)C1=CC(=CC=C1)F)=O)C(=O)N[C@H]1COCC[C@@H]1O)F 1,5-Anhydro-2,4-dideoxy-2-[({6-[6-(difluoromethyl)pyridin-3-yl]-2-(3-fluorophenyl)-3-oxo-2,3-dihydropyridazin-4-yl}carbonyl)amino]-L-threo-pentitol